ammonium myristate salt C(CCCCCCCCCCCCC)(=O)[O-].[NH4+]